Tert-butyl (R)-6-(4-(phenylthio)-3-((4-sulfamoyl-2-((trifluoromethyl)sulfonyl)phenyl) amino)butyl)-2,6-diazaspiro[3.3]heptane-2-carboxylate C1(=CC=CC=C1)SC[C@@H](CCN1CC2(CN(C2)C(=O)OC(C)(C)C)C1)NC1=C(C=C(C=C1)S(N)(=O)=O)S(=O)(=O)C(F)(F)F